2-bromo-6-(1,3-dimethylpyrazol-4-yl)pyrazine BrC1=NC(=CN=C1)C=1C(=NN(C1)C)C